tert-butyl 2-((3-(adamantan-1-yl)-1,2,4-oxadiazol-5-yl)methyl)acrylate C12(CC3CC(CC(C1)C3)C2)C2=NOC(=N2)CC(C(=O)OC(C)(C)C)=C